3-(1-methyl-7-((((R)-pyrrolidin-3-yl)methyl)amino)-1H-indazol-3-yl)piperidine-2,6-dione CN1N=C(C2=CC=CC(=C12)NC[C@H]1CNCC1)C1C(NC(CC1)=O)=O